methyl 5-chloro-6-cyano-2-((2-ethyl-4-fluorophenyl)-amino)nicotinate ClC=1C(=NC(=C(C(=O)OC)C1)NC1=C(C=C(C=C1)F)CC)C#N